COC([O-])=O.C(C)OCC[N+](C)(C)CCOCCOC N-(2-ethoxyethyl)-N-[2-(2-methoxyethoxy)ethyl]-N,N-dimethylammonium methyl-carbonate salt